OCC1CC2C(C[C@H](CC2CC1)O)C1=C(C=C(C=C1)C(C)(CCCCCC)C)O (S)-6-(Hydroxymethyl)-4-[2-hydroxy-4-(2-methyl-2-octanyl)phenyl]decahydro-2-naphthalenol